(R)-2-(2-amino-3-(3-(5-methyl-1,2,4-oxadiazol-3-yl)benzoylamino)propionylamino)-4-methylthiazole-5-carboxylic acid propyl ester formate C(=O)O.C(CC)OC(=O)C1=C(N=C(S1)NC([C@@H](CNC(C1=CC(=CC=C1)C1=NOC(=N1)C)=O)N)=O)C